tert-butyl (2-(2-fluoro-4-methoxy-3-((1R,3R)-3-methyl-2-(2,2,2-trifluoroethyl)-2,3,4,9-tetrahydro-1H-pyrido[3,4-b]indol-1-yl)phenoxy)ethyl)(3-fluoropropyl)carbamate FC1=C(OCCN(C(OC(C)(C)C)=O)CCCF)C=CC(=C1[C@H]1N([C@@H](CC2=C1NC1=CC=CC=C21)C)CC(F)(F)F)OC